C(C)(C)(C)OC(=O)N1C[C@]2(C[C@H]1C(N)=O)C(NC1=C(O2)C(=CC=C1)Br)=O.CC1=C(C(=CC=C1)C)C(C)=O 1-(2,6-dimethylphenyl)ethan-1-one t-butyl-(2R,5'S)-8-bromo-5'-carbamoyl-3-oxo-3,4-dihydrospiro[benzo[b][1,4]oxazine-2,3'-pyrrolidine]-1'-carboxylate